[2-(2,6-dioxopiperidin-3-yl)-4-methoxy-3-oxo-2,3-dihydro-1H-isoindol-5-yl]methyl N-[4-(2,4,5-trifluorophenoxy)phenyl]carbamate FC1=C(OC2=CC=C(C=C2)NC(OCC=2C(=C3C(N(CC3=CC2)C2C(NC(CC2)=O)=O)=O)OC)=O)C=C(C(=C1)F)F